CCOC(=O)NC(=O)CC#N ethyl N-(2-cyanoacetyl)carbamate